C(CC=C)OC1=CC(=C(C=C1)C(C=CC1=CC=C(C(=O)O)C=C1)=O)OCC(=O)O 4-[3-[4-But-3-enoxy-2-(carboxymethoxy)phenyl]-3-oxoprop-1-enyl]benzoic acid